5-hydroxy-1-phenyl-N-((1,2,3,4-tetrahydroacridin-9-yl)amino)ethyl-1H-pyrazole-3-carboxamide OC1=CC(=NN1C1=CC=CC=C1)C(=O)NCCNC=1C2=CC=CC=C2N=C2CCCCC12